CN(C/C=C/C(=O)N1CC2(CC2)C[C@@H]1C#CC=1C=NC=CC1C1=C(C=2C(NCCC2N1)=O)NC1=C(C(=CC=C1)F)OC)C 2-(3-{2-[(6R)-5-[(2E)-4-(dimethylamino)but-2-enoyl]-5-azaspiro[2.4]heptan-6-yl]ethynyl}pyridin-4-yl)-3-[(3-fluoro-2-methoxyphenyl)amino]-1H,5H,6H,7H-pyrrolo[3,2-c]pyridin-4-one